9H-Carbazol-3-ylboronic acid C1=CC(=CC=2C3=CC=CC=C3NC12)B(O)O